N-((5-cyclopropyl-1H-indazol-4-yl)methyl)-4-fluoro-3-(trifluoromethyl)-benzamide C1(CC1)C=1C(=C2C=NNC2=CC1)CNC(C1=CC(=C(C=C1)F)C(F)(F)F)=O